2-(4-(Methoxymethoxy)phenyl)ethan-1-amine COCOC1=CC=C(C=C1)CCN